9-(6-iodobenzo[d][1,3]dioxol-5-yl)-9H-carbazole IC=1C(=CC2=C(OCO2)C1)N1C2=CC=CC=C2C=2C=CC=CC12